7-fluoro-4-oxo-N-(2,3,4,9-tetrahydro-1H-carbazol-1-yl)-4H-chromen-2-carboxamide FC1=CC=C2C(C=C(OC2=C1)C(=O)NC1CCCC=2C3=CC=CC=C3NC12)=O